benzyl-(tri-n-butylammonium) tetraphenylborate C1(=CC=CC=C1)[B-](C1=CC=CC=C1)(C1=CC=CC=C1)C1=CC=CC=C1.C(C1=CC=CC=C1)[N+](CCCC)(CCCC)CCCC